C(CCCCCCCCCCCCCCCCCCCCC(=O)OC1=NC2=CC(=CC=C2C=C1)OCCCCN1CCN(CC1)C1=CC=CC=2SC=CC21)(=O)OC2=NC1=CC(=CC=C1C=C2)OCCCCN2CCN(CC2)C2=CC=CC=1SC=CC12 bis(7-(4-(4-(benzo[b]thiophen-4-yl)piperazin-1-yl)butoxy)quinolin-2-yl) docosanedioate